ClC1=C(C=CC(=C1OC)F)N1CCC2(CC1)C=1C=CC(=NC1CN(C2)C[C@@H]2NCCC2)C=2C(=NC=CC2)OCC 1'-(2-chloro-4-fluoro-3-methoxyphenyl)-2-(2-ethoxypyridin-3-yl)-7-[[(2R)-pyrrolidin-2-yl]methyl]spiro[6,8-dihydro-1,7-naphthyridine-5,4'-piperidine]